C(C1=CC=CC=C1)OC1=C(C(=C2C=CC(=CC2=C1)NC(CN1N=C(C=C1)C1=CC2=C(N(C(N2C)=O)C2C(NC(CC2)=O)=O)C=C1)=O)F)N1S(NC(C1)=O)(=O)=O N-[7-benzyloxy-5-fluoro-6-(1,1,4-trioxo-1,2,5-thiadiazolidin-2-yl)-2-naphthyl]-2-[3-[1-(2,6-dioxo-3-piperidyl)-3-methyl-2-oxo-benzimidazol-5-yl]pyrazol-1-yl]acetamide